OB(C=1C=C(C=C(C1)N1CCOCC1)NC(C=C)=O)O N-[3-(dihydroxyboranyl)-5-(morpholin-4-yl)phenyl]prop-2-enamide